C(#N)C1CC2(C1)C[C@H](N(CC2)CC2=C1C=CNC1=C(C=C2OC)C)C2=CC=C(C(=O)N[C@H](C)C(=O)O)C=C2 (4-((2S,4r,6S)-2-cyano-7-((5-methoxy-7-methyl-1H-indol-4-yl)methyl)-7-azaspiro[3.5]nonan-6-yl)benzoyl)-D-alanine